5-(4-((5-(Cyanomethyl)-3-ethyl-8-fluoro-2,4-dioxo-1,2,3,4-tetrahydroquinazolin-7-yl)methyl)piperazin-1-yl)-N,6-dimethylpicolinamide C(#N)CC1=C2C(N(C(NC2=C(C(=C1)CN1CCN(CC1)C=1C=CC(=NC1C)C(=O)NC)F)=O)CC)=O